C1(CCCCC1)CNC(C)C1=CNC(C2=CC=CC=C12)=O 4-(1-((Cyclohexylmethyl)amino)ethyl)isoquinolin-1(2H)-one